CN(C1=NC(N(C2=CC(=CC=C12)C(=O)N)C1=CC=CC=C1)=O)C 4-(dimethylamino)-2-oxo-1-phenyl-1,2-dihydroquinazoline-7-carboxamide